2,2'-thiobisethanethiol S(CCS)CCS